(2S,4R)-1-(2-(3-acetyl-5-(2-(pyridin-4-yloxy)pyrimidin-5-yl)-1H-indazol-1-yl)acetyl)-N-(6-bromopyridin-2-yl)-4-fluoropyrrolidine-2-carboxamide C(C)(=O)C1=NN(C2=CC=C(C=C12)C=1C=NC(=NC1)OC1=CC=NC=C1)CC(=O)N1[C@@H](C[C@H](C1)F)C(=O)NC1=NC(=CC=C1)Br